2-(difluoromethyl)-5-(3-fluoro-4-((4-(2-(piperazin-1-yl)pyridin-4-yl)-1H-1,2,3-triazol-1-yl)methyl)phenyl)-1,3,4-oxadiazole FC(C=1OC(=NN1)C1=CC(=C(C=C1)CN1N=NC(=C1)C1=CC(=NC=C1)N1CCNCC1)F)F